ClC1=NC(=NC=C1C(F)(F)F)NC1CCN(CC1)S(=O)(=O)C 4-chloro-N-(1-methyl-sulfonylpiperidin-4-yl)-5-(trifluoromethyl)pyrimidin-2-amine